ClC1=NC(=NC(=C1)OC1COC1)NC1C2CC3(CC(CC1C3)C2)O 4-[(4-chloro-6-(oxetan-3-yloxy)pyrimidin-2-yl)amino]adamantan-1-ol